E-2-hexenal C(\C=C\CCC)=O